C(=C(N)N)(N)N ethylenetetraamine